N1=CC(=CC=C1)C=1OC2=C(N1)C=C(C=C2)OCC=2N=CC(NC2)=O 5-({[2-(Pyridin-3-yl)-1,3-benzoxazol-5-yl]oxy}methyl)-1,2-dihydropyrazin-2-one